NCCC[SiH2]C(Cl)Cl (3-aminopropyl)dichloromethylsilane